CC(C(=O)O)(CC)C 2,2-dimethyl-butyric acid